NC1=C(C=C(C=C1)C(F)(F)F)/C=C/C(=O)OCC ethyl (E)-3-(2-amino-5-(trifluoromethyl)phenyl)acrylate